2-(2-chloro-4-iodoanilino)-5-[[3-(ethylsulfonylamino)-2-fluorophenyl]methyl]-3,4-difluoro-N-[(2-methylpropan-2-yl)oxy]benzamide ClC1=C(NC2=C(C(=O)NOC(C)(C)C)C=C(C(=C2F)F)CC2=C(C(=CC=C2)NS(=O)(=O)CC)F)C=CC(=C1)I